OCC(CO)(CC)CO 2,2-dihydroxymethyl-butanol